C(C)(C)(C)NS(=O)(=O)C1=CC=C(C=C1)N1C(C(CC2=CC=CC=C12)NC(C1=CC=C(C=C1)F)=O)=O N-(1-(4-(N-tert-butylsulfamoyl)phenyl)-2-oxo-1,2,3,4-tetrahydroquinolin-3-yl)-4-fluorobenzamide